norbornenyl-benzoxazine C12(C=CC(CC1)C2)C=2NOC1=C(C2)C=CC=C1